8-(N-4-iodobenzoyl)aminocaprylic acid IC1=CC=C(C(=O)NCCCCCCCC(=O)O)C=C1